1,4-diazacycloheptan-5-one N1CCNC(CC1)=O